4-(piperazin-1-yl)thieno[2,3-d]pyrimidine Hydrochloride Cl.N1(CCNCC1)C=1C2=C(N=CN1)SC=C2